C(C)(C)(C)OC([C@@H](CC1=CC(=CC(=C1)C=C)F)[C@@H]1CN(CC1)C(=O)OC(C)(C)C)=O (R)-tert-butyl 3-((S)-1-(tert-butoxy)-3-(3-fluoro-5-vinylphenyl)-1-oxopropan-2-yl)pyrrolidine-1-carboxylate